5-(2-azaspiro[3.5]nonan-7-yl)-5H-imidazo[5,1-a]isoindole C1NCC12CCC(CC2)C2N1C(C3=CC=CC=C23)=CN=C1